C(C)(=O)N1CCC(CC1)N(C)CC1=C(C(=NC=C1)NC=1C(=C(C=CC1)C1=C(C(=NC=C1)C1=CC(=C(CNCC2CCC(N2)=O)C=C1)OC)Cl)Cl)F 5-(((4-(4-(3-((4-(((1-acetylpiperidin-4-yl)(methyl)amino)methyl)-3-fluoropyridin-2-yl)amino)-2-chlorophenyl)-3-chloropyridin-2-yl)-2-methoxybenzyl)amino)methyl)pyrrolidin-2-one